BrC=1C(N(N=CC1N1C[C@@H](CC1)O)C1OCCCC1)=O 4-bromo-5-((R)-3-hydroxypyrrolidin-1-yl)-2-(tetrahydro-2H-pyran-2-yl)pyridazin-3(2H)-one